Methyl 5'-oxo-5'H,7'H-spiro[cyclopropane-1,8'-pyrano[4,3-b]pyridine]-2'-carboxylate O=C1OCC2(C3=NC(=CC=C31)C(=O)OC)CC2